1,2,3,6-tetra-O-galloyl-beta-D-glucose C(C1=CC(O)=C(O)C(O)=C1)(=O)O[C@H]1[C@H](OC(C2=CC(O)=C(O)C(O)=C2)=O)[C@@H](OC(C2=CC(O)=C(O)C(O)=C2)=O)[C@H](O)[C@H](O1)COC(C1=CC(O)=C(O)C(O)=C1)=O